C(C1=CC=CC=C1)OC1=C(C(=O)O)C=C(C(=C1)C)F 2-(benzyloxy)-5-fluoro-4-methylbenzoic acid